N=1C=CN2C1N=CC(=C2)C2=CNC1=NC(=CC=C12)NC1=CC(=CC=C1)N1CCN(CC1)C 3-(imidazo[1,2-a]pyrimidin-6-yl)-N-(3-(4-methylpiperazin-1-yl)phenyl)-1H-pyrrolo[2,3-b]pyridin-6-amine